(3S,7aR)-3-phenyl-6-phenylselanyl-3,6,7,7a-tetrahydro-1H-pyrrolo[1,2-c]oxazol-5-one C1(=CC=CC=C1)[C@@H]1OC[C@@H]2N1C(C(C2)[Se]C2=CC=CC=C2)=O